3-((1r,3r)-3-(2-fluoro-6-methylphenyl)cyclobutyl)-7-methyl-1-((3-(trifluoromethyl)pyridin-2-yl)methyl)-1,8-naphthyridin-2(1H)-one FC1=C(C(=CC=C1)C)C1CC(C1)C=1C(N(C2=NC(=CC=C2C1)C)CC1=NC=CC=C1C(F)(F)F)=O